1,3-dichloro-2,4,6-trinitrobenzene ClC1=C(C(=C(C=C1[N+](=O)[O-])[N+](=O)[O-])Cl)[N+](=O)[O-]